1-(3-(4-(2,6-diphenylimidazo[1,2-a]pyridin-8-yl)benzoyl)oxirane-2-yl)ethan-1-one C1(=CC=CC=C1)C=1N=C2N(C=C(C=C2C2=CC=C(C(=O)C3C(O3)C(C)=O)C=C2)C2=CC=CC=C2)C1